C1C(CC12CCOCC2)COC2=CC=CC(=N2)N2CCN(CC2)CC2=NC1=C(N2C[C@H]2OCC2)C=C(C=C1)C(=O)O (S)-2-((4-(6-((7-oxaspiro[3.5]nonan-2-yl)methoxy)pyridin-2-yl)piperazin-1-yl)methyl)-1-(oxetan-2-ylmethyl)-1H-benzo[d]imidazole-6-carboxylic acid